5-(7-fluoro-2-methyl-2H-indazol-5-yl)-2-(6-{[(3R,4S)-3-fluoro-2,2,6,6-tetramethylpiperidin-4-yl]oxy}pyridazin-3-yl)pyridin-3-ol FC1=CC(=CC2=CN(N=C12)C)C=1C=C(C(=NC1)C=1N=NC(=CC1)O[C@@H]1[C@@H](C(NC(C1)(C)C)(C)C)F)O